C1(C(CC2C(C1)O2)C(=O)OCC(CCCC)CC)C(=O)OCC(CCCC)CC di(2-ethylhexyl) 4,5-epoxycyclohexane-1,2-dicarboxylate